5-(3-isopropyl-5-(1-(oxetan-3-yl)piperidin-4-yl)-1H-indol-2-yl)-1,6-dimethyl-2-oxo-1,2-dihydropyridine-3-carbonitrile C(C)(C)C1=C(NC2=CC=C(C=C12)C1CCN(CC1)C1COC1)C=1C=C(C(N(C1C)C)=O)C#N